2-(4-oxo-6-(pyridin-3-ylethynyl)quinazolin-3(4H)-yl)-2-phenyl-N-(thiazol-2-yl)acetamide O=C1N(C=NC2=CC=C(C=C12)C#CC=1C=NC=CC1)C(C(=O)NC=1SC=CN1)C1=CC=CC=C1